P(=O)(OC\C=C/CN(CCCCCCCC)CCCCCCCC)(OCCCCCCCCC)O (Z)-4-(dioctylamino)but-2-en-1-yl nonyl hydrogen phosphate